N-(6-methoxy-1-((2-(trimethylsilyl)ethoxy)methyl)-1H-indazol-5-yl)-9-methyl-9H-purin-6-amine COC1=C(C=C2C=NN(C2=C1)COCC[Si](C)(C)C)NC1=C2N=CN(C2=NC=N1)C